CON=C(COC1=CC(=NN1C)C(F)F)C1=CC=CC=C1 2-((3-(difluoromethyl)-1-methyl-1H-pyrazol-5-yl)oxy)-1-phenylethan-1-one-O-methyl oxime